C1(CC1)C1=CC(=NC=C1)NC1=CC(=NC(=N1)C=1C=NC=CC1)N1CC2(CC1)CC(CCC2)C(=O)NC 2-(6-((4-cyclopropylpyridin-2-yl)amino)-2-(pyridin-3-yl)pyrimidin-4-yl)-N-methyl-2-azaspiro[4.5]decane-7-carboxamide